ClC1=C(C=C(C=C1)[C@H](NC(=O)[C@@H]1CNC(O1)=O)C1=CC=C(C=C1)Cl)C(F)(F)F (S)-N-((R)-(4-chloro-3-(trifluoromethyl)phenyl)(4-chlorophenyl)methyl)-2-oxooxazolidine-5-carboxamide